2,2,2-Trifluoroethyl ((4-(aminomethyl)phenyl)(imino)methyl)carbamate trifluoroacetate salt FC(C(=O)O)(F)F.NCC1=CC=C(C=C1)C(=N)NC(OCC(F)(F)F)=O